diethyl-diisopropyl-oxysilane C(C)[Si](OC(C)C)(OC(C)C)CC